1,3-dichlorohexafluoropropane ClC(C(C(Cl)(F)F)(F)F)(F)F